1-(4-fluoro-3-methyl-phenyl)-3-iodo-5-(methoxymethoxy)-2-tetrahydropyran-4-yl-indole FC1=C(C=C(C=C1)N1C(=C(C2=CC(=CC=C12)OCOC)I)C1CCOCC1)C